NCC=1NC2=CC(=C(C=C2C1)C)C(=O)NC1(CC1)C1=CC2=CC=CC=C2C=C1 2-(Aminomethyl)-5-methyl-N-(1-(naphthalen-2-yl)cyclopropyl)-1H-indole-6-carboxamide